C1=2N(CC=3C=CC=CC3C#CC2C=CC=C1)C(CCC(=O)NCCOCCOCCOCCNC(=O)C1=CC=C(C=C1)C=O)=O 4-{2-azatricyclo[10.4.0.04,9]hexadeca-1(12),4(9),5,7,13,15-hexaen-10-yn-2-yl}-N-{2-[2-(2-{2-[(4-formylphenyl)formamido]ethoxy}ethoxy)ethoxy]ethyl}-4-oxobutanamide